[Si](C)(C)(C(C)(C)C)OC=1C=C2C(=NN(C2=CC1)C1OCCCC1)C=1C=C(N(C1)CCOCCOC[C@@H](C)O)C#N 4-[5-[tert-butyl(dimethyl)silyl]oxy-1-tetrahydropyran-2-yl-indazol-3-yl]-1-[2-[2-[(2R)-2-hydroxypropoxy]ethoxy]ethyl]pyrrole-2-carbonitrile